bis(2-phenyl-pyridyl)iridium C1(=CC=CC=C1)C1=NC=CC=C1[Ir]C=1C(=NC=CC1)C1=CC=CC=C1